ClC=1C=C(C=CC1Cl)C(CN1CCN(CC1)C)NS(=O)(=O)C1=CC=C(C=C1)OC1=CC=CC=C1 N-(1-(3,4-dichlorophenyl)-2-(4-methylpiperazin-1-yl)ethyl)-4-phenoxybenzenesulfonamide